5-(4-Methoxy-2-((cis-4-methoxycyclohexyl)amino)pyrrolo[2,1-f][1,2,4]triazin-5-yl)-N-methylpyrazolo[1,5-a]pyridine-3-carboxamide COC1=NC(=NN2C1=C(C=C2)C2=CC=1N(C=C2)N=CC1C(=O)NC)N[C@@H]1CC[C@@H](CC1)OC